ClC1=NC=C(C2=C1N=C(N=C2N2CCC1(CCN(C1)CC(C)(O)C)CC2)C=2C=NNC2C)OC 1-(8-(8-chloro-5-methoxy-2-(5-methyl-1H-pyrazol-4-yl)pyrido[3,4-d]pyrimidin-4-yl)-2,8-diazaspiro[4.5]decan-2-yl)-2-methylpropan-2-ol